FC(C(=O)[O-])(F)F.[Ag+] silver(I) trifluoroacetate